3-methoxy-3-methoxymethyl-6-(1-ethoxy-1-methylethyl)cyclohexene COC1(C=CC(CC1)C(C)(C)OCC)COC